N-(4-Carbamoylbenzyl)-1-((6-cyclopropylimidazo[1,2-a]pyridin-2-yl)methyl)-1H-pyrazole-4-carboxamide C(N)(=O)C1=CC=C(CNC(=O)C=2C=NN(C2)CC=2N=C3N(C=C(C=C3)C3CC3)C2)C=C1